2-phenylthio-1-(N,N-dimethylaminosulfonyl)ethane C1(=CC=CC=C1)SCCS(=O)(=O)N(C)C